camphorsulfonic acid ammonium [NH4+].C12(C(=O)CC(CC1)C2(C)C)CS(=O)(=O)O